1,3,3,3-tetrafluoro-1,2-epoxypropane FC1C(C(F)(F)F)O1